1-(2-pyrimidinyl)-piperazine dihydrochloride Cl.Cl.N1=C(N=CC=C1)N1CCNCC1